CN(C1=CC=C(C=C1)C=1N(C=C(N1)C(=O)C1=CC=C(C=C1)F)S(=O)(=O)C1=CC=CC=C1)C (2-(4-(dimethylamino)phenyl)-1-(phenylsulfonyl)-1H-imidazol-4-yl)(4-fluorophenyl)methanone